C(C)(C)(C)OC(=O)N1C[C@@H](CC1)C1=C(C=CC(=C1)C(NC1=CC(=CC=C1)C(F)(F)F)=O)C (S)-3-(2-methyl-5-((3-(trifluoromethyl)phenyl)carbamoyl)phenyl)pyrrolidine-1-carboxylic acid tert-butyl ester